FC(C(C(C)C)(O)C[N+](=O)[O-])(F)F 1,1,1-trifluoro-3-methyl-2-(nitromethyl)butan-2-ol